C(C)(C)(C)C=1C=C(CC2=C(C(=C(C(=C2C)CC2=CC(=C(C(=C2)C(C)(C)C)O)C(C)(C)C)C)CC2=CC(=C(C(=C2)C(C)(C)C)O)C(C)(C)C)C)C=C(C1O)C(C)(C)C 2,4,6-tris(3,5-di-t-butyl-4-hydroxybenzyl)mesitylene